C(C)(C)(C)OC(=O)N1C(C(CCC1)C(F)F)=O (difluoromethyl)-2-oxopiperidine-1-carboxylic acid tert-butyl ester